ClC1=CC=C(C2=C1C=CO2)COC2=NC(=NC=C2F)C2=CCC(CC2)CC(=O)OCC Ethyl 2-(4-(4-((4-chlorobenzofuran-7-yl)methoxy)-5-fluoropyrimidin-2-yl)cyclohex-3-en-1-yl)acetate